tert-butyl (2R)-4-(5-chloro-4-{3-[(2-{imidazo[1,2-a]pyridin-3-yl}propan-2-yl)carbamoyl]azetidin-1-yl}pyrimidin-2-yl)-2-methylpiperazine-1-carboxylate ClC=1C(=NC(=NC1)N1C[C@H](N(CC1)C(=O)OC(C)(C)C)C)N1CC(C1)C(NC(C)(C)C1=CN=C2N1C=CC=C2)=O